(R)-N-(1-(3-amino-5-(trifluoromethyl)phenyl)ethyl)-7-(1,2,3,6-tetrahydropyridin-4-yl)imidazo[1,2-a]quinazolin-5-amine NC=1C=C(C=C(C1)C(F)(F)F)[C@@H](C)NC1=NC=2N(C3=CC=C(C=C13)C=1CCNCC1)C=CN2